(2r,5s)-4-(2-(chloromethyl)-5-methyl-6-oxo-5,6-dihydroimidazo[1,2-b]pyridazin-8-yl)-2,5-dimethylpiperazine-1-carboxylic acid tert-butyl ester C(C)(C)(C)OC(=O)N1[C@@H](CN([C@H](C1)C)C=1C=2N(N(C(C1)=O)C)C=C(N2)CCl)C